6,7-dihydro-4H-oxazolo[5,4-d]pyrimidin N1=COC=2NCNCC21